N-[(3-hydroxy-4-methoxy-2-pyridinyl)carbonyl]-L-alanine 1-cyclohexylethyl ester C1(CCCCC1)C(C)OC([C@@H](NC(=O)C1=NC=CC(=C1O)OC)C)=O